C(C1=CC=CC=C1)OC1=C2C(=CNC2=CC=C1)C1=CC=C(C(=O)OCC2=CC=CC=C2)C=C1 benzyl 4-(4-benzyloxy-1H-indol-3-yl)benzoate